5-(azidomethyl)-2-((9,9-difluoro-9H-fluorene-3-carbonyl)glycyl)-2-azabicyclo[3.1.0]hexane-3-carboxylic acid N(=[N+]=[N-])CC12CC(N(C2C1)C(CNC(=O)C=1C=CC=2C(C3=CC=CC=C3C2C1)(F)F)=O)C(=O)O